3-(6-(aminomethyl)-7-methoxy-1-oxoisoindolin-2-yl)piperidine-2,6-dione NCC1=CC=C2CN(C(C2=C1OC)=O)C1C(NC(CC1)=O)=O